5-(4-(1-(2-oxa-6-azaspiro[3.3]hept-6-yl)ethyl)phenyl)-2-amino-N-(3-hydroxyadamantan-1-yl)nicotinamide C1OCC12CN(C2)C(C)C2=CC=C(C=C2)C=2C=NC(=C(C(=O)NC13CC4(CC(CC(C1)C4)C3)O)C2)N